C(C)OC(=O)C=1N=C2N(C(=NC(=C2)C2=CC(=CC=C2)C#N)N)C1 5-amino-7-(3-cyanophenyl)imidazo[1,2-c]pyrimidine-2-carboxylic acid ethyl ester